ClC(C(=O)O)(Cl)Cl Tri-ChloroAcetic Acid